2-(3,4-dichlorophenoxy)-N-[(3s,6r)-6-{5-[(1s,3s)-3-(trifluoromethoxy)cyclobutyl]-1,3,4-oxadiazol-2-yl}piperidin-3-yl]acetamide ClC=1C=C(OCC(=O)N[C@@H]2CN[C@H](CC2)C=2OC(=NN2)C2CC(C2)OC(F)(F)F)C=CC1Cl